2-methoxy-4-[2-(tetrahydro-pyran-4-ylmethyl-amino)imidazo[2,1-b][1,3,4]thiadiazol-5-yl]phenol COC1=C(C=CC(=C1)C1=CN=C2SC(=NN21)NCC2CCOCC2)O